1-(3-Aminopropyl)-4-methylpiperazine NCCCN1CCN(CC1)C